1-(3,5-dimethyl-1H-pyrazol-4-yl)-N-((5-phenyl-1,3,4-thiadiazol-2-yl)methyl)-1H-1,2,3-triazole-4-carboxamide CC1=NNC(=C1N1N=NC(=C1)C(=O)NCC=1SC(=NN1)C1=CC=CC=C1)C